3-chloro-5-(2,6-difluorophenyl)-8-fluoro-1,6-dihydrobenzo[d]pyrazolo[3,4-f][1,3]diazepine-9-carboxylic acid ClC1=NNC=2C3=C(NC(=NC21)C2=C(C=CC=C2F)F)C=C(C(=C3)C(=O)O)F